ClC1=NC2=CC(=CC=C2C=C1C1CC(=NN1C(CCCC(=O)O)=O)C1=CC=C(C=C1)C1=COC=C1)OCC 5-(5-(2-chloro-7-ethoxyquinolin-3-yl)-3-(4-(furan-3-yl)phenyl)-4,5-dihydro-1H-pyrazol-1-yl)-5-oxopentanoic acid